NC=1N=NC(=CC1C=1N=CN(C1)C1CCN(CC1)C(=O)OC(C)(C)C)C1=C(C=CC=C1)O tert-butyl 4-[4-[3-amino-6-(2-hydroxyphenyl) pyridazin-4-yl]imidazol-1-yl]piperidine-1-carboxylate